O=C1N(C(C=C1)=O)CCC(=O)NCCCC(C(=O)OC(C)(C)C)C(=O)OC(C)(C)C Di-tert-butyl 2-(3-(3-(2,5-dioxo-2,5-dihydro-1H-pyrrol-1-yl)propanamido)propyl)malonate